ethyl (2S,3S)-1-((S)-tert-butylsulfinyl)-3-phenylaziridine-2-carboxylate C(C)(C)(C)[S@](=O)N1[C@@H]([C@@H]1C1=CC=CC=C1)C(=O)OCC